C1(=CC=CC=C1)P(C(C1=C(C=C(C=C1C)C)C)=O)(C(C1=C(C=C(C=C1C)C)C)=O)=O Phenylbis(2,4,6-trimethylbenzoyl)phosphin-oxid